CC1=C(C=C(C=C1)C1=CN(C(C(=C1)NC)=O)C)NS(=O)(=O)C N-[2-Methyl-5-(1-methyl-5-methylamino-6-oxo-1,6-dihydro-pyridin-3-yl)-phenyl]-methanesulfonamide